FC(OC1=CC=C(C=N1)N1CC=2C(=NC=CC2C1=O)C1=C(OCC(C#N)(C)C)C=C(C=C1)F)F 3-(2-{2-[6-(difluoromethoxy)pyridin-3-yl]-1-oxo-2,3-dihydro-1H-pyrrolo[3,4-c]pyridin-4-yl}-5-fluorophenoxy)-2,2-dimethylpropanenitrile